1-(4-chloro-3-methoxyphenyl)-4,4-dimethylpentan-1-ol ClC1=C(C=C(C=C1)C(CCC(C)(C)C)O)OC